4-allyl-2-bromo-3,5,6-trifluorobenzyl (1R)-trans-3-(1-propenyl)-2,2-dimethylcyclopropanecarboxylate C(=CC)[C@H]1C([C@@H]1C(=O)OCC1=C(C(=C(C(=C1F)F)CC=C)F)Br)(C)C